ClC=1C=C2C(=NC(=NC2=C(C1C1=C2C(=NNC2=CC=C1C)C1CC1)F)OCCN1CC(C1)(F)F)N1C[C@H](N(C[C@@H]1C)C(C=C)=O)C 1-((2R,5S)-4-((R)-6-chloro-7-(3-cyclopropyl-5-methyl-1H-indazol-4-yl)-2-(2-(3,3-difluoroazetidin-1-yl)ethoxy)-8-fluoroquinazolin-4-yl)-2,5-dimethylpiperazin-1-yl)prop-2-en-1-one